5-Chloro-N-(2-(4,4-difluoropiperidin-1-yl)-6-methylpyrimidin-4-yl)-4-((2-hydroxyethyl)sulfonamido)-2-(6-azaspiro[2.5]octan-6-yl)benzamide ClC=1C(=CC(=C(C(=O)NC2=NC(=NC(=C2)C)N2CCC(CC2)(F)F)C1)N1CCC2(CC2)CC1)NS(=O)(=O)CCO